8-Bromo-2-(4,4-dimethylcyclohexyl)-6-methyl-chromen-4-one BrC=1C=C(C=C2C(C=C(OC12)C1CCC(CC1)(C)C)=O)C